C(C1=CC=CC=C1)[C@H]1N(CCN(C1)S(=O)(=O)C)C=1N=CC2=C(N1)C(=NN2C=2C(=C(C(=C(C2)Cl)F)O)F)C (R)-3-(5-(2-Benzyl-4-(methylsulfonyl)piperazin-1-yl)-3-methyl-1H-pyrazolo[4,3-d]pyrimidin-1-yl)-5-chloro-2,6-difluorophenol